5-chloro-N-((1r,4r)-4-((4-methyl-3-(6-methylpyridin-3-yl)-2-oxo-2,3-dihydro-1H-benzo[d]imidazol-1-yl)methyl)cyclohexyl)-2-(trifluoromethyl)nicotinamide ClC=1C=NC(=C(C(=O)NC2CCC(CC2)CN2C(N(C3=C2C=CC=C3C)C=3C=NC(=CC3)C)=O)C1)C(F)(F)F